C(C)(=O)C(CN)CCN 2-acetylbutylenediamine